N=1NN=C(C1)C1CN(CCO1)C(=O)OC(C)(C)C tert-butyl 2-(2H-1,2,3-triazol-4-yl)morpholine-4-carboxylate